potassium methyl dithioformate C(=S)SC.[K]